6-(isopropyl(methyl)amino)-4-((methylamino)methyl)-2-(6-(4-(p-tolyl)-4H-1,2,4-triazole-3-yl)pyridin-2-yl)-2,3-dihydro-1H-pyrrolo[3,4-c]pyridin-1-one C(C)(C)N(C1=CC2=C(C(=N1)CNC)CN(C2=O)C2=NC(=CC=C2)C2=NN=CN2C2=CC=C(C=C2)C)C